(S)-N-(1-(Benzylamino)-5-(2-fluoroacetimidamido)-1-oxopentan-2-yl)-3'-chloro-4-methoxy-[1,1'-biphenyl]-3-carboxamide C(C1=CC=CC=C1)NC([C@H](CCCNC(CF)=N)NC(=O)C=1C=C(C=CC1OC)C1=CC(=CC=C1)Cl)=O